S1C(=NC=C1)C(=O)N 1,3-thiazol-2-carboxamid